CN1C(C(=CC2=CC=CN=C12)C(=O)OCC)=O ethyl 1-methyl-2-oxo-1,8-naphthyridine-3-carboxylate